N-(3-bromophenyl)phthalimide C1=CC=C2C(=C1)C(=O)N(C2=O)C3=CC(=CC=C3)Br